ClC1=C(OC=2C(=C3C4(CNC3=CC2)CC4)C)C(=CC(=C1)[N+](=O)[O-])Cl 5'-(2,6-dichloro-4-nitrophenoxy)-4'-methyl-spiro[cyclopropane-1,3'-indoline]